CCC(CC)N1N=CC(=C1)C=1C=2N(C=C(N1)C=1C=NN(C1)C1CCNCC1)N=CC2 4-(1-(pentan-3-yl)-1H-pyrazol-4-yl)-6-(1-(piperidin-4-yl)-1H-pyrazol-4-yl)pyrazolo[1,5-a]pyrazine